C(C)(C)OC1=NC=CC=C1C=1N=CC2=C(N1)C(=CN2)CC2=CC=C(C=C2)C=2N(C=C(N2)C(F)(F)F)C 2-isopropoxy-3-[7-([4-[1-methyl-4-(trifluoromethyl)imidazol-2-yl]phenyl]methyl)-5H-pyrrolo[3,2-d]pyrimidin-2-yl]pyridine